Cl.C(CC)N(CCCC(=O)O)CCC 4-(dipropylamino)butanoic acid hydrochloride